3,4,5-trimethyloxazolium-2-carboxylate C[N+]1=C(OC(=C1C)C)C(=O)[O-]